ClC1=C(C=C2C=C(N=CC2=C1)NC(=O)[C@@H]1[C@@H](C12CCOCC2)C)C2CCN(CC2)[C@]2(COC[C@H]2O)C (1R,2S,3R)-N-(7-chloro-6-(1-((3S,4S)-4-hydroxy-3-methyltetrahydrofuran-3-yl)piperidin-4-yl)isoquinolin-3-yl)-2-methyl-6-oxaspiro[2.5]octane-1-carboxamide